NC=1C=2C(CCC2C=C2CCC(C12)=O)([2H])[2H] 8-amino-3,5,6,7-tetrahydro-s-indacen-1(2H)-one-7,7-d2